1-((R)-(2-((R)-1-amino-2-((1,1,1-trifluoro-2-methylpropan-2-yl)oxy)ethyl)-1H-benzo[d]imidazol-5-yl)(cyclopropyl)methyl)-5,5-difluorotetrahydropyrimidin-2(1H)-one-4,4-d2 N[C@@H](COC(C(F)(F)F)(C)C)C1=NC2=C(N1)C=CC(=C2)[C@H](N2C(NC(C(C2)(F)F)([2H])[2H])=O)C2CC2